ClCC(CC1(NCCC1CO)C(=O)OCC)=C ethyl 2-(2-(chloromethyl)allyl)-3-(hydroxymethyl)pyrrolidin-2-carboxylate